C(CCCCC)(S)(S)S hexanetrithiol